C1=CC=CC=2C3=CC=CC=C3C3(C12)C=1C=C(C=CC1C=1C2=C(C=CC13)C=CC=C2)B(O)O (spiro[benzo[c]fluorene-7,9'-fluoren]-9-yl)boronic acid